FC=1C=C(C(=NC1)OC1=CC=2N(C=C1C)N=C(C2)C(=O)NC2(CCS(CC2)(=O)=O)C)OCC(F)(F)F 5-((5-Fluoro-3-(2,2,2-trifluoroethoxy)pyridin-2-yl)oxy)-6-methyl-N-(4-methyl-1,1-dioxidotetrahydro-2H-thiopyran-4-yl)pyrazolo[1,5-a]pyridine-2-carboxamide